[N-](S(=O)(=O)C(F)(F)F)S(=O)(=O)C(F)(F)F.C(CCC)C(CCCCCCCP)(CCCC)CCCC tri-n-butyl-octyl-phosphine bis(trifluoromethanesulfonyl)imide salt